FC(C1=C(C=NC(=C1)C#C)C1=C(C2=C(N=CN=C2N)N1C)C1=CC(=C(C=C1)OC1=NC=CC(=N1)C)F)F 6-(4-(difluoromethyl)-6-ethynylpyridin-3-yl)-5-(3-fluoro-4-((4-methylpyrimidin-2-yl)oxy)phenyl)-7-methyl-7H-pyrrolo[2,3-d]pyrimidin-4-amine